(R)-2-(2-((6-(1-aminoisoquinolin-5-yl)-2,3-dihydro-1H-inden-1-yl)oxy)-4-fluorophenyl)acetic acid ethyl ester C(C)OC(CC1=C(C=C(C=C1)F)O[C@@H]1CCC2=CC=C(C=C12)C1=C2C=CN=C(C2=CC=C1)N)=O